1-phenylcyclopropane-1-carboxamide C1(=CC=CC=C1)C1(CC1)C(=O)N